dihydropyrazine-2-carboxamide N1C(C=NC=C1)C(=O)N